3-trifluoromethylbutyric acid FC(C(CC(=O)O)C)(F)F